FC(C=1C(=C(C=CC1)C(C)NC(=O)C1=CN(C(C=C1N[C@@H]1N(CCCC1)C)=O)C1CCOCC1)F)F (R)-N-(1-(3-(difluoromethyl)-2-fluorophenyl)ethyl)-4-((1-methylpiperidin-yl)amino)-6-oxo-1-(tetrahydro-2H-pyran-4-yl)-1,6-dihydropyridine-3-carboxamide